Dimethylammonium ethylmethacrylate C(C)OC(C(=C)C)=O.C[NH2+]C